C(C1=CC=CC=C1)OC1=C2C(=C(N(C2=CC=C1)C1=CC=C(C=C1)F)C1CCOCC1)C1=CC=C(C(=O)OC)C=C1 methyl 4-[4-benzyloxy-1-(4-fluorophenyl)-2-tetrahydropyran-4-yl-indol-3-yl]benzoate